4-amino-5-((2R,3S,4S,5R)-3-(3,4-difluoro-2-methoxyphenyl)-4,5-dimethyl-5-(trifluoromethyl)tetrahydrofuran-2-carboxamido)picolinic acid methyl ester COC(C1=NC=C(C(=C1)N)NC(=O)[C@@H]1O[C@]([C@H]([C@H]1C1=C(C(=C(C=C1)F)F)OC)C)(C(F)(F)F)C)=O